methyl (R)-4-(4-((5-fluoro-4-(7-(3-methoxy-2-(4-methylpiperazin-1-yl)propanamido)-1H-indol-3-yl)pyrimidin-2-yl)amino)-1H-pyrazol-1-yl)nicotinate FC=1C(=NC(=NC1)NC=1C=NN(C1)C1=CC=NC=C1C(=O)OC)C1=CNC2=C(C=CC=C12)NC([C@@H](COC)N1CCN(CC1)C)=O